FC1=CC=C(C=C1)[C@H](C)NC(=O)C1=NC(=NC2=CC=C(C=C12)C1=CC2=C(N=C(S2)NC(CC)=O)C=C1)C (S)-N-(1-(4-fluorophenyl)ethyl)-2-methyl-6-(2-propionamidobenzo[d]thiazol-6-yl)quinazolin-4-carboxamide